2-((1,4-Diazepan-1-yl)methyl)-4(3H)-quinazolinone N1(CCNCCC1)CC1=NC2=CC=CC=C2C(N1)=O